CC=1N=C2C(=NC1)NC(=C2)C2=CC=CC=C2 2-methyl-6-phenyl-5H-pyrrolo[2,3-b]pyrazine